[CH2-]C=C.[CH2-]C=C.Cl[Pd+].Cl[Pd+] bis(chloro(prop-2-en-1-yl)palladium)